N[C@@H]1CN(CC1)C(=O)C1CCN(CC1)C(=O)C1=C(C=C(C=C1)NC(=O)C=1N(C(=CN1)C1=C(C(=C(C=C1)OC(F)F)F)F)C)Cl N-[4-[4-[(3S)-3-aminopyrrolidine-1-carbonyl]piperidine-1-carbonyl]-3-chloro-phenyl]-5-[4-(difluoromethoxy)-2,3-difluoro-phenyl]-1-methyl-imidazole-2-carboxamide